(3R,5R)-3,5-dimethylmorpholine hydrochloride Cl.C[C@H]1N[C@@H](COC1)C